C(C)(C)(C)OC(=O)N1CC(CC1)N(C=1C=NC(=CC1)C(NC)=O)C 3-{methyl-[6-(methylcarbamoyl)pyridin-3-yl]amino}pyrrolidine-1-carboxylic acid tert-butyl ester